methyl 4-(3-(3,3-dimethylbutanamido)-5-(4-fluorobenzo[d][1,3]dioxol-5-yl)-1H-pyrazolo[3,4-b]pyridin-1-yl)-2,2-dimethylbutanoate CC(CC(=O)NC1=NN(C2=NC=C(C=C21)C2=C(C1=C(OCO1)C=C2)F)CCC(C(=O)OC)(C)C)(C)C